(E)-N-(3-Fluoro-4-methylphenyl)-2-(hydroxyimino)acetamide FC=1C=C(C=CC1C)NC(/C=N/O)=O